methyl 6-(4-((1S,3R)-1'-(4-chloro-3-fluorophenyl)-3-methoxy-1',2'-dihydrospiro[cyclopentane-1,3'-pyrrolo[3,2-b]pyridine]-5'-carbonyl)-3,3-dimethylpiperazin-1-yl)-2,4-dimethylnicotinate ClC1=C(C=C(C=C1)N1C[C@@]2(C3=NC(=CC=C31)C(=O)N3C(CN(CC3)C3=NC(=C(C(=O)OC)C(=C3)C)C)(C)C)C[C@@H](CC2)OC)F